C1(=CC=CS1)C(=O)[O-].[Cu+] copper(I) 2-thenoate